oxalactate C(C(O)O)(=O)[O-]